OC(C(=O)[O-])C(C)(C)O 2,3-dihydroxyisovalerate